N1NNC=C1 dihydro-1,2,3-triazole